N=1C=CN2C1C=CC(=C2)C=2C=NC=1CCN(CC1C2)C=2C(=CC=1N(N2)C(C=C(N1)C)=O)C 7-(3-(imidazo[1,2-a]pyridin-6-yl)-7,8-dihydro-1,6-naphthyridin-6(5H)-yl)-2,8-dimethyl-4H-pyrimido[1,2-b]pyridazin-4-one